CC1=C(C(N(CCC)C)=CC=C1)C dimethylpropyltoluidine